N(=C=S)C=1SC=C(C1C(=O)C1=CC=C(C=C1)NC(C)=O)CCOCC1=CC=C(C=C1)OC N-(4-(2-isothiocyanato-4-(2-((4-methoxybenzyl)oxy)ethyl)thiophene-3-carbonyl)phenyl)acetamide